[N+](=O)([O-])C1=CC=C(OC(=O)NC2=CC=C(C=C2)NC(=O)N[C@H](CC(=O)O)C2=CC(=CC=C2)NS(=O)(=O)C2=CC(=CC=C2)NC(NCCC)=O)C=C1 (3R)-3-{[(4-{[(4-nitrophenoxy)carbonyl]amino}phenyl)carbamoyl]amino}-3-{3-[({3-[(propylcarbamoyl)amino]phenyl}sulfonyl)amino]phenyl}propanoic acid